1-(5-(2,4-Dimethoxy-5-((4-oxo-3,4-dihydrophthalazin-1-yl)methyl)phenyl)-1H-benzoimidazol-2-yl)-3-ethylurea COC1=C(C=C(C(=C1)OC)CC1=NNC(C2=CC=CC=C12)=O)C1=CC2=C(NC(=N2)NC(=O)NCC)C=C1